dioxatetracyclo[6.5.1.01,10.03,7]tetradecane C123OC4OCCC4C(CC1CCC2)C3